FCC1=CC=CC(=N1)N1N=CC(=C1C(F)(F)F)C(=O)O 1-(6-(fluoromethyl)pyridin-2-yl)-5-(trifluoromethyl)-1H-pyrazole-4-carboxylic acid